CC(C(NCC(NCC(NCCC(NC(CCC(=O)O)C(=O)O)=O)=O)=O)=O)N(C(C(NC(CCCC(NC(C(N(C(C(NCC(NCC(NCCC(NC(CCC(=O)O)C(=O)O)=O)=O)=O)=O)C)C)=O)C)=O)=O)C)=O)C 16,17,19,27,29,30-hexamethyl-5,9,12,15,18,21,25,28,31,34,37,41-dodecaoxo-4,8,11,14,17,20,26,29,32,35,38,42-dodecaazapentatetracontane-1,3,43,45-tetracarboxylic acid